4-((3,3-difluoropyrrolidin-1-yl)methyl)benzyl-5H-pyrrolo[3,2-d]pyrimidin-4-amine FC1(CN(CC1)CC1=CC=C(CC=2N=C(C3=C(N2)C=CN3)N)C=C1)F